ClC1=NC=C(C(=O)OC)C(=C1)O methyl 6-chloro-4-hydroxy-nicotinate